trifluoroboric acid methacrylate C(C(=C)C)(=O)O.B(F)(F)F